N1C=CC=2C=CCCC12 6,7-dihydroindol